CC(C1=C(C2=CC=CC=C2C(=O)C1=O)O)C3=C(C4=CC=CC=C4C(=O)C3=O)O The molecule is a hydroxy-1,4-naphthoquinone that is ethane in which one of the carbons is substituted by two 3-hydroxy-1,4-naphthoquinon-2-yl groups. It has a role as an EC 1.3.1.22 [3-oxo-5alpha-steroid 4-dehydrogenase (NADP(+))] inhibitor, an antipruritic drug, a metabolite and a cyclooxygenase 2 inhibitor. It is a conjugate acid of an impatienol(2-).